3-((1H-indazol-4-yl)methyl)-7-((2-fluorophenyl)(hydroxy)methyl)-5-methyl-3,5-dihydro-4H-pyridazino[4,5-b]indol-4-one N1N=CC2=C(C=CC=C12)CN1N=CC2=C(N(C=3C=C(C=CC23)C(O)C2=C(C=CC=C2)F)C)C1=O